C[NH2+]C.[K+] potassium, dimethyl-ammonium salt